CC=1C(=C(C=CC1OC)CCCC1=C(C=C(C=C1)O)O)OC (3-methyl-2,4-dimethoxyphenyl)-3-(2',4'-dihydroxyphenyl)-propane